CN1CCN(CC1)CCOC1=CC=C(NC2=NC=CC(=N2)N2C=C(C3=CC=CC=C23)C(=O)N)C=C1 1-(2-{4-[2-(4-methyl-piperazin-1-yl)-ethoxy]-anilino}-pyrimidin-4-yl)-1H-indole-3-carboxamide